C(C)N1CC2=CC(=CC(=C2CC1=O)[C@H]1NCCC1)C=1C=C2C(=NC1)NC=C2C (S)-2-ethyl-7-(3-methyl-1H-pyrrolo[2,3-b]pyridin-5-yl)-5-(pyrrolidin-2-yl)-1,4-dihydroisoquinolin-3(2H)-one